Isopropyl (2S)-2-[({[(2R,5R)-5-(5-chloro-2,4-dioxo-3H-pyrimidin-1-yl)-2,5-dihydrofuran-2-yl]oxy}methyl(phenoxy)phosphoryl) amino]propanoate ClC=1C(NC(N(C1)[C@H]1C=C[C@H](O1)OCP(=O)(OC1=CC=CC=C1)N[C@H](C(=O)OC(C)C)C)=O)=O